N-(4-tert-butyl-2-(3,5-diphenyl-2-(trifluoromethyl)-2,3-dihydro-1,3,4-oxadiazol-2-yl)phenyl)-4-methylbenzenesulfonamide C(C)(C)(C)C1=CC(=C(C=C1)NS(=O)(=O)C1=CC=C(C=C1)C)C1(OC(=NN1C1=CC=CC=C1)C1=CC=CC=C1)C(F)(F)F